C(C)(=O)O[C@@]12C([C@@H]3C[C@@H]([C@@H](CN3CC1)CC)/C(/C(=O)OC)=C\OC)=NC1=CC=CC(=C12)OC methyl (E)-2-((2S,3S,7aS,12bS)-7a-acetoxy-3-ethyl-8-methoxy-1,2,3,4,6,7,7a,12b-octahydroindolo[2,3-a]quinolizin-2-yl)-3-methoxyacrylate